ClC=1C(=C(C(=CC1Cl)[2H])O)C1=CC=2N(C=C1)C=C(N2)C(C)(C)O 3,4-Dichloro-2-(2-(2-hydroxypropan-2-yl)imidazo[1,2-a]pyridin-7-yl)benzene-6-d-ol